O=C1CCC=NN1 6-oxo-1,4,5,6-tetrahydropyridazine